Cl.ON hydroxyl-amine hydrochloride salt